OCCN1CCN(CC1)CCCCCC(=O)NC=1SC=C(N1)C1=CC(=CC=C1)NS(=O)(=O)C1=CC=C(C=C1)CCCCC 6-(4-(2-hydroxyethyl)piperazin-1-yl)-N-(4-(3-((4-pentylphenyl)sulfonamido)phenyl)thiazol-2-yl)hexanamide